C(C1=CC=CC=C1)(C1=CC=CC=C1)(C1=CC=CC=C1)N1[C@H](C1)C(=O)O (2R)-1-trityl-aziridine-2-carboxylic acid